(2R,3R,4S,5S)-3-(3,4-difluoro-2-vinyl-phenyl)-4,5-dimethyl-5-(trifluoromethyl)tetrahydrofuran FC=1C(=C(C=CC1F)[C@@H]1CO[C@@]([C@H]1C)(C(F)(F)F)C)C=C